ClC1=NN2C(N=CC3=C2C(CC3C(=O)NC=3C=NC(=C(C3)Cl)N3N=CC(=N3)C3COC3)(C)C)=C1 2-chloro-N-(5-chloro-6-(4-(oxetan-3-yl)-2H-1,2,3-triazol-2-yl)pyridin-3-yl)-8,8-dimethyl-7,8-dihydro-6H-cyclopenta[e]pyrazolo[1,5-a]pyrimidine-6-carboxamide